CC=1OCC2=C(N1)C(=CC=C2)C 2,8-dimethyl-4H-benzo[d][1,3]oxazine